C(C)(C)(C)C(C1C(O1)C1=CC=CC=C1)=O 1-tert-butyl-3-phenyl-2,3-epoxy-1-propanone